O=C1NC(CCC1C1=CC=C(C=C1)S(=O)(=O)Cl)=O 4-(2,6-dioxo-3-piperidyl)benzenesulfonyl chloride